2-hydroxyethyl 2-iodo-2-methylpropionate IC(C(=O)OCCO)(C)C